OC(CNC(C1=CC=CC=C1)=O)C N-(2-hydroxypropyl)benzamide